3,4-dicyano-4-(4-pentylcyclohexyl)biphenyl C(#N)C1C=C(C=CC1(C1CCC(CC1)CCCCC)C#N)C1=CC=CC=C1